CC=1C=C(C=O)C=C(C1O)C 3,5-dimethyl-p-hydroxybenzaldehyde